3-cyclopropyl-5-(8-(2-methoxyethyl)-5,6,7,8-tetrahydro-[1,2,4]triazolo[4,3-a]pyrazin-3-yl)-1,2,4-thiadiazole C1(CC1)C1=NSC(=N1)C1=NN=C2N1CCNC2CCOC